7-(4-{4-[4-(1,3-Dioxolan-2-yl)piperidin-1-yl]phenyl}piperidin-1-yl)-4-methyl-1H-indazole-3-carbonitrile O1C(OCC1)C1CCN(CC1)C1=CC=C(C=C1)C1CCN(CC1)C=1C=CC(=C2C(=NNC12)C#N)C